S(O)(O)=O.C(CCCC=O)=O Glutaraldehyde bisulfite